NC(CCC1CC1)(C1=CC=NC=C1)C=1C=CC(=C(C1)NC(=O)[C@@H]1N(C[C@@H](C1)OC)C(=O)C1=CC=C2C(=CNC2=C1)Cl)F (2r,4r)-N-(5-((+)-1-amino-3-cyclopropyl-1-(pyridin-4-yl)propyl)-2-fluorophenyl)-1-(3-chloro-1H-indole-6-carbonyl)-4-methoxypyrrolidine-2-carboxamide